FC(C=1C=C(C=CC1F)C1=C2C(=NN1C)[C@@H]1CCC[C@H](C2)N1C(=O)C=1C=C2N=CC=NC2=CC1)F |r| racemic-((5R,9S)-3-(3-(Difluoromethyl)-4-fluorophenyl)-2-methyl-4,5,6,7,8,9-hexahydro-2H-5,9-epiminocycloocta[c]pyrazol-10-yl)(quinoxalin-6-yl)methanone